C(C)C(CC(=O)NC(C(=O)O)CCN(CCCCC1=NC=2NCCCC2C=C1)CC(COC)F)CC 2-(3-ethylpentanoylamino)-4-[(2-fluoro-3-methoxy-propyl)-[4-(5,6,7,8-tetrahydro-1,8-naphthyridin-2-yl)butyl]amino]butanoic acid